2-bromo-5-(4-cyclohexyl-3,5-difluorophenyl)-3-(3-(fluoromethyl)azetidine-1-carbonyl)pyrazolo[1,5-a]pyrimidin-7(4H)-one BrC1=NN2C(NC(=CC2=O)C2=CC(=C(C(=C2)F)C2CCCCC2)F)=C1C(=O)N1CC(C1)CF